(3S)-3-amino-1-methyl-1H,2H,3H,4H-pyrido[3,4-b][1,4]oxazepine-2-one hydrochloride Cl.N[C@@H]1C(N(C2=C(OC1)C=NC=C2)C)=O